N-[(2S,3R)-1-(azetidine-1-carbonyl)-4,4-difluoro-2-{[2-fluoro-3-(6-methylpyridin-2-yl)phenyl]methyl}pyrrolidin-3-yl]cyclopropanesulfonamide N1(CCC1)C(=O)N1[C@H]([C@H](C(C1)(F)F)NS(=O)(=O)C1CC1)CC1=C(C(=CC=C1)C1=NC(=CC=C1)C)F